2,7-di-tert-butyl-9-[2-tetrahydropyran-2-yloxy-5-(1,1,3,3-tetramethylbutyl)-3-(4,4,5,5-tetramethyl-1,3,2-dioxaborolan-2-yl)phenyl]Carbazole C(C)(C)(C)C1=CC=2N(C3=CC(=CC=C3C2C=C1)C(C)(C)C)C1=C(C(=CC(=C1)C(CC(C)(C)C)(C)C)B1OC(C(O1)(C)C)(C)C)OC1OCCCC1